CC(CN)C(=O)O 3-amino-isobutanoic acid